FC1=COC2=C(C1=O)C=CC(=C2)F 3,7-Difluorobenzopyran-4-one